2-CYANO-4-METHOXYBENZALDEHYDE C(#N)C1=C(C=O)C=CC(=C1)OC